5-[(2H3)Methyloxy]-1,3-benzoxazole C(OC=1C=CC2=C(N=CO2)C1)([2H])([2H])[2H]